C(C1=CC=CC=C1)OC(=O)NC(C)(C)C1=CC(=NC(=C1)N1N=CC(=C1)C1CC1)OC1[C@@H]2CN(C[C@H]12)C(=O)OC(C)(C)C tert-butyl (1R,5S,6s)-6-((4-(2-(((benzyloxy)carbonyl)amino)propan-2-yl)-6-(4-cyclopropyl-1H-pyrazol-1-yl)pyridin-2-yl)oxy)-3-azabicyclo[3.1.0]hexane-3-carboxylate